2,4-dichlorobenzamidocyclopropanecarboxylic acid ClC1=C(C(=O)NC2(CC2)C(=O)O)C=CC(=C1)Cl